tert-butyl 7-(2-{[4-(2-methoxyethoxy)phenyl]amino}-5H,6H,7H,8H-pyrido[3,4-d]pyrimidin-7-yl)-8-methyl-1H,2H,3H-pyrido[2,3-b][1,4]oxazine-1-carboxylate COCCOC1=CC=C(C=C1)NC=1N=CC2=C(N1)CN(CC2)C2=C(C1=C(OCCN1C(=O)OC(C)(C)C)N=C2)C